NC(C(=O)N1CC(C1)OC1=CC2=C(CCB(O2)O)C=C1)C1=C(C=C(C=C1)O)O 7-({1-[amino(2,4-dihydroxyphenyl)acetyl]azetidin-3-yl}oxy)-2-hydroxy-3,4-dihydro-2H-1,2-benzoxaborinine